4-(4-((tert-butoxycarbonyl)-(methyl)-amino)piperidin-1-yl)-2-(hydroxymethyl)benzoic acid C(C)(C)(C)OC(=O)N(C1CCN(CC1)C1=CC(=C(C(=O)O)C=C1)CO)C